(1S,4S)-5-(6-chloro-2-methylsulfonyl-pyrimidin-4-yl)-2-oxa-5-azabicyclo[2.2.1]heptane ClC1=CC(=NC(=N1)S(=O)(=O)C)N1[C@@H]2CO[C@H](C1)C2